5-bromo-2-[(4-bromophenyl)sulfanyl]-6-(trifluoromethyl)pyridine-3-carboxylic acid BrC=1C=C(C(=NC1C(F)(F)F)SC1=CC=C(C=C1)Br)C(=O)O